BrC=1C=C(C(=NC1C)NC)[N+](=O)[O-] 5-bromo-N,6-dimethyl-3-nitro-pyridin-2-amine